OCCCN1CCC2=CC(=CC(=C12)C(=O)N)C[C@@H](C)NCCOC1=C(C=CC=C1)OCC(F)(F)F 2,3-dihydro-1-(3-hydroxypropyl)-5-[(2R)-2-[2-[2-(2,2,2-trifluoroethoxy)phenoxy]ethylamino]propyl]-1H-indole-7-carboxamide